CC1=CC=C(C=C1)S(=O)(=O)OC1COCCO1 (1,4-Dioxacyclohexan-6-yl) 4-methylbenzenesulfonate